C1(CC1)C(=O)NC=1C=C2C(=CN=C(C2=CN1)NC)C=1C(=C(C=CC1)C=1C=NN(C1)C1CN(C1)CC1=CC=CC(=N1)C(=O)N(C)C1CC1)OC 6-((3-(4-(3-(6-(Cyclopropane-carboxamido)-1-(methylamino)-2,7-naphthyridin-4-yl)-2-methoxyphenyl)-1H-pyrazol-1-yl)azetidin-1-yl)methyl)-N-cyclopropyl-N-methyl-picolinamide